2,6-Bis(benzyloxy)-3-(4-(4-(4-chloro-3-methoxyphenyl)piperidin-1-yl)-3-fluorophenyl)pyridine C(C1=CC=CC=C1)OC1=NC(=CC=C1C1=CC(=C(C=C1)N1CCC(CC1)C1=CC(=C(C=C1)Cl)OC)F)OCC1=CC=CC=C1